1,2,3,4-thiatriazole S1N=NN=C1